1-[1-cyclopropyl-6-fluoro-3-({[(3S)-1-(6-methylpyridin-3-yl)piperidin-3-yl][(2-methylpyridin-4-yl)methyl]amino}methyl)-4-oxo-1,4-dihydroquinolin-7-yl]-1H-1,2,3-triazole-4-carboxamide C1(CC1)N1C=C(C(C2=CC(=C(C=C12)N1N=NC(=C1)C(=O)N)F)=O)CN(CC1=CC(=NC=C1)C)[C@@H]1CN(CCC1)C=1C=NC(=CC1)C